N'-((1,2,3,5,6,7-hexahydro-s-indacen-4-yl)carbamoyl)-2-(methoxymethyl)-2-methyl-2,3-dihydropyrazolo[5,1-b]oxazole-7-sulfonimidamide C1CCC2=C(C=3CCCC3C=C12)NC(=O)N=S(=O)(N)C=1C=NN2C1OC(C2)(C)COC